1-cyclopropyl-7-{4,7-diazaspiro[2.5]octan-7-yl}-6-fluoro-3-({[(3s)-1-(6-methylpyridin-3-yl)piperidin-3-yl][(2-methylpyridin-4-yl)methyl]amino}methyl)-1,4-dihydroquinolin-4-one C1(CC1)N1C=C(C(C2=CC(=C(C=C12)N1CCNC2(CC2)C1)F)=O)CN(CC1=CC(=NC=C1)C)[C@@H]1CN(CCC1)C=1C=NC(=CC1)C